butyl (3-(2,4-dioxotetrahydropyrimidin-1(2H)-yl)-4-methoxybenzoyl)glycinate O=C1N(CCC(N1)=O)C=1C=C(C(=O)NCC(=O)OCCCC)C=CC1OC